BrC1=CC=C(C=C1)C1(CCCC1)C=1N=C(SC1)NC(=O)NCC1=CC(=C(C(=C1)F)N1CCNCC1)F 1-(4-(1-(4-bromophenyl)cyclopentyl)thiazol-2-yl)-3-(3,5-difluoro-4-(piperazin-1-yl)benzyl)urea